NC1=NC(=NC2=C(C=C(C=C12)F)C1=C(C=C(C=C1C)\C=C\C#N)C)NC1=NC=C(C#N)C=C1 (E)-6-((4-Amino-8-(4-(2-cyanovinyl)-2,6-dimethylphenyl)-6-fluoroquinazolin-2-yl)amino)nicotinonitrile